NC1=CC=C(C=C1)C(=O)C1=CC=C(C=C1)N bis-(4-aminophenyl) ketone